6-tert-butyl-2,4-dimethyl-phenol C(C)(C)(C)C1=CC(=CC(=C1O)C)C